1-(2-{3,6-diazabicyclo[3.2.0]heptan-3-yl}-5-fluoropyrimidin-4-yl)-N-({2-methylimidazo[1,2-a]pyridin-3-yl}methyl)azetidine-3-carboxamide C12CN(CC2NC1)C1=NC=C(C(=N1)N1CC(C1)C(=O)NCC1=C(N=C2N1C=CC=C2)C)F